tert-butyl (2S,4R)-4-(benzyloxycarbonylaminomethyl)-2-methyl-4-[1-(p-tolylsulfonyloxy)ethyl]piperidine-1-carboxylate C(C1=CC=CC=C1)OC(=O)NC[C@@]1(C[C@@H](N(CC1)C(=O)OC(C)(C)C)C)C(C)OS(=O)(=O)C1=CC=C(C=C1)C